(S)-N-(5-(3,5-dimethylisoxazol-4-yl)-2-(((1r,4S)-4-methoxycyclohexyl)amino)phenyl)-5-oxopyrrolidine-2-carboxamide CC1=NOC(=C1C=1C=CC(=C(C1)NC(=O)[C@H]1NC(CC1)=O)NC1CCC(CC1)OC)C